FC=1C=C(C(=O)NC(C)C2=NC=CN=C2N2N=CC=N2)C=C(C1)C(F)(F)F 3-fluoro-N-[1-[3-(triazol-2-yl)pyrazin-2-yl]ethyl]-5-(trifluoromethyl)benzamide